C(C(C)C)(=O)SCCNC(CCNC([C@@H](C(COP(OP(OC[C@@H]1[C@H]([C@H]([C@@H](O1)N1C=NC=2C(N)=NC=NC12)O)OP(=O)(O)O)(=O)O)(=O)O)(C)C)O)=O)=O isobutyryl-coa